2,6-dimethylnicotinaldehyde oxime CC1=C(C=NO)C=CC(=N1)C